C(C)(C)(C)OC(=O)CNCCNCCN=C=S N-(tert-Butoxycarbonylmethyl)-N'-(2-isothiocyanatoethyl)-ethylenediamine